C(#N)C(=CC=1C=C(OCCC(=O)N[C@@H](CC2=CC=CC=C2)B(O)O)C=CC1)C(=O)N1CCN(CC1)C (R)-(1-(3-(3-(2-cyano-3-(4-methylpiperazin-1-yl)-3-oxoprop-1-en-1-yl)phenoxy)propanamido)-2-phenylethyl)boronic acid